COC1=NC=CC(=C1)COC1=CC=C(C=C1)C=1C=C(C(NC1C(F)(F)F)=O)C(=O)N 5-(4-((2-methoxypyridin-4-yl)methoxy)phenyl)-2-oxo-6-(trifluoromethyl)-1,2-dihydropyridine-3-carboxamide